(2-Ethylbenzofuran-3-yl-4,5,6,7-d4)(4-methoxyphenyl)methanone C(C)C=1OC2=C(C1C(=O)C1=CC=C(C=C1)OC)C(=C(C(=C2[2H])[2H])[2H])[2H]